FC1=C(C=CC=C1C1=CC(=CC=C1)F)C[C@@H]1N(CC2(CC2)[C@@H]1NS(=O)(=O)CF)C(=O)OC(C)(C)C tert-butyl (6S,7S)-6-[[2-fluoro-3-(3-fluorophenyl)phenyl]methyl]-7-(fluoromethylsulfonyl amino)-5-azaspiro[2.4]heptane-5-carboxylate